C(C)(C)(C)OC(CN1CCC(CC1)C1=CC=C(C=C1)NC1C(NC(CC1)=O)=O)=O tert-butyl-2-[4-[4-[(2,6-dioxo-3-piperidyl)amino]phenyl]-1-piperidyl]acetate